ClC=1C=CC=2C(=C3N(C2C1C=1C(=NN(C1C)C)C)[C@@H](CN(C3=O)C=3C=C1C=CC=NC1=C(C3)C(=O)O)C)CCCOC3=CC(=C(C(=C3)C)Cl)C (R)-6-(7-chloro-10-(3-(4-chloro-3,5-dimethylphenoxy)propyl)-4-methyl-1-oxo-6-(1,3,5-trimethyl-1H-pyrazol-4-yl)-3,4-dihydropyrazino[1,2-a]indol-2(1H)-yl)quinoline-8-carboxylic Acid